C(#N)C1=C(C=C(C=C1)N1[C@H](O[C@@H](C1)C(=O)NC1CCN(CC1)C(=O)OCCCC)C(F)(F)F)C(F)(F)F butyl 4-((2R,5S)-3-(4-cyano-3-(trifluoromethyl)phenyl)-2-(trifluoromethyl)oxazolidine-5-carboxamido)piperidine-1-carboxylate